FC(C1=NN(CC1C(=O)O)C)F 3-difluoromethyl-1-methyl-4,5-dihydro-1H-pyrazole-4-carboxylic acid